C(C)C=1C=C(C=CC1)C1=C(C=C2C(C(COC2=C1)(C)C)NC(O[C@@H]1CN2CCC1CC2)=O)OC (S)-quinuclidin-3-yl (7-(3-ethylphenyl)-6-methoxy-3,3-dimethylchroman-4-yl)carbamate